1-methyl-1-(2-furyl)-ethyl-tris(dimethylamino)tin CC(C)(C=1OC=CC1)[Sn](N(C)C)(N(C)C)N(C)C